trans-dimethylcyclohexa-3,5-diene-1,2-dicarboxylate COC(=O)[C@H]1[C@@H](C=CC=C1)C(=O)OC